Ammonium persulfate Sodium salt [Na+].S(=O)(=O)([O-])OOS(=O)(=O)[O-].[NH4+]